(1S,3S)-3-((2-cyclopropyl-6-(5-(hydroxymethyl)-1-methyl-1H-1,2,3-triazol-4-yl)pyridine-3-yl)oxy)cyclohexane-1-carboxylic acid C1(CC1)C1=NC(=CC=C1O[C@@H]1C[C@H](CCC1)C(=O)O)C=1N=NN(C1CO)C